ClC1=CC(=C(C=C1)[C@@]1(OC2=C(O1)C=CC=C2C2CCN(CC2)CC=2N(C(=CN2)CO)C[C@H]2OCC2)C)F (2-((4-((S)-2-(4-chloro-2-fluorophenyl)-2-methylbenzo[d][1,3]dioxol-4-yl)piperidin-1-yl)methyl)-1-(((S)-oxetan-2-yl)methyl)-1H-imidazol-5-yl)methanol